ClC1=CC=C(C=C1)C1=NC(C=2N(C3=C1C(=C(S3)C)C)C(=NN2)C)CC(=O)NC2=CC=C(OCCOCCOCCOCCOCCOCCC(=O)O)C=C2 1-(4-(2-(4-(4-chlorophenyl)-2,3,9-trimethyl-6H-thieno[3,2-f][1,2,4]triazolo[4,3-a][1,4]diazepin-6-yl)acetamido)phenoxy)-3,6,9,12,15-pentaoxaoctadecan-18-oic acid